[Cu].P(O)(O)(O)=O phosphoric acid Copper